C(C)C1CC2=C(NN=C2C(=O)N[C@@H]2C(N(C3=C(OC2)C=CC=C3)C)=O)CO1 5-ethyl-N-((S)-5-methyl-4-oxo-2,3,4,5-tetrahydrobenzo[b][1,4]oxazepin-3-yl)-1,4,5,7-tetrahydropyrano[3,4-c]pyrazole-3-carboxamide